ClC=1C=CC2=C(N=C(O2)N2CCC3(CC2)CCC(CC3)NC(=O)C3CS(CCC3)(=O)=O)C1 N-[3-(5-chloro-1,3-benzoxazol-2-yl)-3-azaspiro[5.5]undecan-9-yl]-1,1-dioxo-thiane-3-carboxamide